tert-butyl (R)-((1-methylcyclopropyl)methyl)(piperidin-3-yl)carbamate CC1(CC1)CN(C(OC(C)(C)C)=O)[C@H]1CNCCC1